C(#N)C1=C(C=CC=C1)NC=1N=C(N=NC1C(=O)N)NC1=C(C=C2CCN(CC2=C1)C(C)C)OC ((2-cyanophenyl)amino)-3-((2-isopropyl-6-methoxy-1,2,3,4-tetrahydroisoquinolin-7-yl)amino)-1,2,4-triazine-6-carboxamide